(R)-1-(2-amino-4-(2,4-bis(trifluoromethyl)-5,8-dihydropyrido[3,4-D]pyrimidin-7(6H)-yl)-4-oxobutyl)-5,5-difluoropiperidin-2-one N[C@@H](CN1C(CCC(C1)(F)F)=O)CC(=O)N1CC=2N=C(N=C(C2CC1)C(F)(F)F)C(F)(F)F